C(C)S(=O)[O-] ethyl-sulfinate